2,5-dimethylpiperidine-4-carboxamide CC1NCC(C(C1)C(=O)N)C